FC=1C=CC(=C(C1)C1=C(C(=O)N)C(=CC=N1)OC)C(NC1=CC(=C(C=C1)F)C(F)(F)F)=O (5-fluoro-2-((4-fluoro-3-(trifluoromethyl)phenyl)carbamoyl)phenyl)-4-methoxynicotinamide